2-(4-(2-Isopropyl-5-(3-methylisoxazol-5-yl)pyrimidin-4-yl)piperidin-1-yl)-1-morpholinoethanone C(C)(C)C1=NC=C(C(=N1)C1CCN(CC1)CC(=O)N1CCOCC1)C1=CC(=NO1)C